N1,N2-dibenzylethane-1,2-diamine (R)-3-(5-chloro-2-oxo-6-(1-(pyridin-2-yl)ethoxy)benzo[d]oxazol-3(2H)-yl)propanoate ClC=1C(=CC2=C(N(C(O2)=O)CCC(=O)O)C1)O[C@H](C)C1=NC=CC=C1.C(C1=CC=CC=C1)NCCNCC1=CC=CC=C1